ClP(OCCC#N)N(C(C)C)C(C)C 3-((chloro(diisopropylamino)phosphanyl)oxy)propionitrile